C1(CC1)NC(=O)C1=CC(=NN1CC1=CC=C(C=C1)C)C(=O)NC N5-Cyclopropyl-N3-methyl-1-(4-methylbenzyl)-1H-pyrazole-3,5-dicarboxamide